C(C)(C)(C)C=1C=C(C=C(C1O)C(C)(C)C)OC(CC)=O 3,5-di-t-butyl-4-hydroxyphenylpropionate